CN1CCCCC1 N-Methylpiperidine